BrC=1C=NC=C(C1)C=1C=NN(C1)C(C)C1=CC=C(C=C1)F 3-bromo-5-(1-(1-(4-fluorophenyl)ethyl)-1H-pyrazol-4-yl)pyridine